O1CCOCC12CCN(CC2)C2=NC=CC(=N2)NC=2N=CC1=C(C=CC(=C1C2)C(C)C)N2CC(C2)CS(=O)(=O)C N-(2-{1,4-dioxa-9-azaspiro[5.5]undecan-9-yl}pyrimidin-4-yl)-8-[3-(methanesulfonyl-methyl)azetidin-1-yl]-5-(propan-2-yl)isoquinolin-3-amine